9,9-diphenyl-10-(4-(3-phenyl-3H-imidazo[4,5-b]pyridin-2-yl)phenyl)-9,10-dihydroacridine C1(=CC=CC=C1)C1(C2=CC=CC=C2N(C=2C=CC=CC12)C1=CC=C(C=C1)C1=NC=2C(=NC=CC2)N1C1=CC=CC=C1)C1=CC=CC=C1